5,10-diphenyl-15,20-bis(N-methylpyridinium-4-yl)porphyrin tert-butyl-(E)-(4-(2-(1-(trifluoromethyl)-1H-imidazol-4-yl)vinyl)thiazol-2-yl)carbamate C(C)(C)(C)N(C([O-])=O)C=1SC=C(N1)\C=C\C=1N=CN(C1)C(F)(F)F.C1(=CC=CC=C1)C=1C2=CC=C(N2)C(=C2C=CC(C(=C3C=CC(=C(C=4C=CC1N4)C4=CC=CC=C4)N3)C3=CC=[N+](C=C3)C)=N2)C2=CC=[N+](C=C2)C.C(C)(C)(C)N(C([O-])=O)C=2SC=C(N2)\C=C\C=2N=CN(C2)C(F)(F)F